FC1=CC(=C(C=C1)SC=1C=2N(C3=C(C1)NCC3(C)C)N=CN2)[N+](=O)[O-] 4-((4-fluoro-2-nitrophenyl)thio)-8,8-dimethyl-7,8-dihydro-6H-pyrrolo[2,3-e][1,2,4]triazolo[1,5-a]pyridine